tert-butyl (3R,4R)-3-azido-4-(cyanomethyl)pyrrolidine-1-carboxylate N(=[N+]=[N-])[C@H]1CN(C[C@H]1CC#N)C(=O)OC(C)(C)C